FC=1C=C(C=CC1)N1N=C(C=C(C1=O)C(=O)N[C@@H]1[C@@H](CCC1)O)C=1C=NC(=CC1)C(F)(F)F 2-(3-Fluorophenyl)-N-[(1S,2R)-2-hydroxycyclopentyl]-3-oxo-6-[6-(trifluoromethyl)pyridin-3-yl]-2,3-dihydropyridazine-4-carboxamide